tetradecyl di-t-butyl thiophosphate P(=S)(OCCCCCCCCCCCCCC)(OC(C)(C)C)OC(C)(C)C